C(C1=CC=CC=C1)N1N=C(C2=CC(=CC=C12)S(=O)(=O)Cl)OC 1-Benzyl-3-methoxy-1H-indazole-5-sulfonyl chloride